[Ti].[Zn].[Si] Silicon zinc titanium